C(C)(C)NC1=NC=C(C(=N1)NC)CC1=C(C=C(C(=C1)OC)OC)C(C)C N2-Isopropyl-5-(2-isopropyl-4,5-dimethoxy-benzyl)-N4-methyl-pyrimidine-2,4-diamine